ClC1=C(C2=C(SC3=C2N=CN=C3NCC3=CC=C(C=C3)CN3CCOCC3)N=C1)C 8-chloro-9-methyl-N-[[4-(morpholinomethyl)phenyl]methyl]pyrido[3',2':4,5]thieno[3,2-d]pyrimidin-4-amine